C(C)P([O-])(=O)CCC1=CC=CC=C1 ethyl(phenylethyl)phosphinate